1-{5-[(R)-(1,3-Dimethyl-azetidin-3-yl)-hydroxy-(4-isopropyl-phenyl)-methyl]-pyridin-3-yl}-4-(2-isopropyl-pyrimidin-4-yl)-pyrrolidin-2-one CN1CC(C1)(C)[C@@](C=1C=C(C=NC1)N1C(CC(C1)C1=NC(=NC=C1)C(C)C)=O)(C1=CC=C(C=C1)C(C)C)O